2-(6-ethyl-6,6a,7,8,9,10-hexahydro-5H-pyrazino[1',2':4,5]pyrazino[2,3-c]pyridazin-2-yl)phenol C(C)C1C2N(C=3C(=NN=C(C3)C3=C(C=CC=C3)O)N1)CCNC2